Magnesium distearat C(CCCCCCCCCCCCCCCCC)(=O)[O-].C(CCCCCCCCCCCCCCCCC)(=O)[O-].[Mg+2]